N1C=CC2=C1N=CC=C2N 1H-pyrrolo[2,3-b]pyridin-4-amine